(cis-3-(hydroxymethyl) cyclobutyl) carbamate C(N)(O[C@@H]1C[C@@H](C1)CO)=O